[18F]C=1C=CC(=NC1)C(=O)O 5-[18F]-fluoro-2-picolinic acid